ethyl (R)-2-amino-5-(2-(5-fluoro-2-methoxypyridin-3-yl)pyrrolidin-1-yl)pyrazolo[1,5-a]pyrimidine-3-carboxylate NC1=NN2C(N=C(C=C2)N2[C@H](CCC2)C=2C(=NC=C(C2)F)OC)=C1C(=O)OCC